(R)-(3,3-difluorocyclobutyl)(6-(5-pyrimidinyl)thieno[2,3-b]pyridin-2-yl)methanol FC1(CC(C1)[C@@H](O)C1=CC=2C(=NC(=CC2)C=2C=NC=NC2)S1)F